C(CCCCCCCCCCCCCC)NC=1C(C=CC(C1)=O)=O 2-pentadecylamino-1,4-benzoquinone